COC1=CC=C(C=C1)SC=1SC=2N=C3N(C(C2N1)=O)CCC3 2-(4-methoxyphenylthio)-6,7-dihydropyrrolo[1,2-a]thiazolo[5,4-d]pyrimidin-9(5H)-one